2-(methylthio)-4-(1-(2,2,2-trifluoroethyl)-1H-pyrazol-4-yl)-5-(trifluoro-methyl)pyrimidine CSC1=NC=C(C(=N1)C=1C=NN(C1)CC(F)(F)F)C(F)(F)F